N-(2-(1H-indol-3-yl)ethyl)-N-butylbutan-1-amine N1C=C(C2=CC=CC=C12)CCN(CCCC)CCCC